1-Heptyl-3-propylpyrrolidinium methansulfonat CS(=O)(=O)[O-].C(CCCCCC)[NH+]1CC(CC1)CCC